C(C1=CC=CC=C1)N1CCC2(CC(N(C2(C)C)C=2C=NC(=CC2)C(F)(F)F)=O)CC1 8-benzyl-1,1-dimethyl-2-(6-(trifluoromethyl)pyridin-3-yl)-2,8-diazaspiro[4.5]decan-3-one